5-hydroxy-7-(4-(morpholinomethyl)phenyl)-2-phenyl-4H-chromen-4-one OC1=C2C(C=C(OC2=CC(=C1)C1=CC=C(C=C1)CN1CCOCC1)C1=CC=CC=C1)=O